C(CCCCCC(C)C)I isononyl iodide